[N+]12(CCN(CC1)CC2)C2=NC(=C(C1=CC3=C(C=C21)NN=C3)C3=CC(=C(C=C3)F)F)C3CCOCC3 8-(4-aza-1-azoniabicyclo[2.2.2]octan-1-yl)-5-(3,4-difluorophenyl)-6-tetrahydropyran-4-yl-1H-pyrazolo[4,3-g]isoquinoline